C(C)(C)N1NCC=C1 N-isopropyl-2H-pyrazole